N[C@@H]1C2=CC=CC=C2CC12CCN(CC2)C=2NC(C1=C(N2)NN=C1C1=CCCC=2SC(=CC21)CCCCC)=O (S)-6-(1-amino-1,3-dihydrospiro[indene-2,4'-piperidine]-1'-yl)-3-(2-pentyl-6,7-dihydrobenzo[b]thiophen-4-yl)-1,5-dihydro-4H-pyrazolo[3,4-d]pyrimidin-4-one